2-(3,5-dichlorophenyl)-N-(2-(dimethylamino)ethyl)benzo[d]oxazole-6-carboxamide ClC=1C=C(C=C(C1)Cl)C=1OC2=C(N1)C=CC(=C2)C(=O)NCCN(C)C